2-[(2R,4S)-4-[(2-{5-[1-(2-Chlorophenyl)cyclobutyl]-1,2,4-oxadiazol-3-yl}-6-[(1S)-1-[(2S,4R)-4-fluoro-1-methylpyrrolidin-2-yl]ethoxy]pyrimidin-4-yl)oxy]piperidin-2-yl]acetonitrile ClC1=C(C=CC=C1)C1(CCC1)C1=NC(=NO1)C1=NC(=CC(=N1)O[C@@H]1C[C@H](NCC1)CC#N)O[C@@H](C)[C@H]1N(C[C@@H](C1)F)C